N,N,N',N'-tetrakis{p-di(n-butyl) aminophenyl}-phenylenediamine perchlorate Cl(=O)(=O)(=O)O.C(CCC)N(C1=CC=C(C=C1)N(C1=C(C=CC=C1)N(C1=CC=C(C=C1)N(CCCC)CCCC)C1=CC=C(C=C1)N(CCCC)CCCC)C1=CC=C(C=C1)N(CCCC)CCCC)CCCC